3-(4-aminophenyl)-1,2-propylene glycol NC1=CC=C(C=C1)CC(CO)O